ClC=1C=CC(=C(C1)C1=CC(=C(N=N1)C)NC1=CC(=NC=C1)NC(=O)N1CCC2(CN(C2)C)CC1)F N-(4-{[6-(5-Chloro-2-Fluorophenyl)-3-Methylpyridazin-4-yl]Amino}Pyridin-2-yl)-2-Methyl-2,7-Diazaspiro[3.5]Nonane-7-Carboxamid